O=C1NC(CCC1N1C(C2=CC=C(C=C2C1=O)N1CCC(CC1)OC1CCNCC1)=O)=O 2-(2,6-dioxopiperidin-3-yl)-5-[4-(piperidin-4-yloxy)piperidin-1-yl]isoindole-1,3-dione